OC1=CC=C(C(=O)OCC(CCCCCCCC)O)C=C1 2-hydroxydecyl p-Hydroxybenzoate